1-(5-(4-amino-1-cyclopropyl-1H-pyrrolo[3,2-c]pyridin-3-yl)imidazo[1,2-a]pyridin-8-yl)-3-(4-((1-methylpiperidin-4-yl)oxy)-3-(trifluorometh-yl)phenyl)urea NC1=NC=CC2=C1C(=CN2C2CC2)C2=CC=C(C=1N2C=CN1)NC(=O)NC1=CC(=C(C=C1)OC1CCN(CC1)C)C(F)(F)F